tetradecane-3-ene-1,2-disulfonate C(C(C=CCCCCCCCCCC)S(=O)(=O)[O-])S(=O)(=O)[O-]